(6-(3-chlorophenyl)-3-hydroxypyrazine-2-carbonyl)glycine methyl ester COC(CNC(=O)C1=NC(=CN=C1O)C1=CC(=CC=C1)Cl)=O